C1(=CC(=C(C=C1)C(=O)Cl)C(=O)Cl)C(=O)Cl 1,3,4-benzenetricarbonyl trichloride